CN1N=NC(=C1)CC1CC2(C1)CCNCC2 2-((1-methyl-1H-1,2,3-triazol-4-yl)methyl)-7-azaspiro[3.5]nonane